COC1=CC=C(C=C1)NC1=NC2=CN=CC=C2C2=C1NC1=C2C=CN=C1 N-(4-methoxyphenyl)-7H-pyrido[4',3':4,5]pyrrolo[2,3-c][1,7]naphthyridin-6-amine